3-amino-4-(1,5-dimethyl-1H-pyrazol-4-yl)-6-(trifluoromethyl)thieno[2,3-b]pyridine-2-carbonitrile NC1=C(SC2=NC(=CC(=C21)C=2C=NN(C2C)C)C(F)(F)F)C#N